(p-tolyloxy)piperidine hydrochloride Cl.C1(=CC=C(C=C1)ON1CCCCC1)C